1-isopropyl-3-methyl-4-(4,4,5,5-tetramethyl-1,3,2-dioxaborolan-2-yl)pyrazole C(C)(C)N1N=C(C(=C1)B1OC(C(O1)(C)C)(C)C)C